ClC=1C(=NC(=CC1)Cl)C=1NC2=C(N1)C=C1C(=C2)OC(O1)(F)F 6-(3,6-dichloro-2-pyridinyl)-2,2-difluoro-5H-[1,3]dioxolo[4,5-f]benzimidazole